1,1,3,3-Tetrafluoropropen FC(=CC(F)F)F